N-(4-bromo-2-(6-azaspiro[2.5]octan-6-yl)phenyl)-3-(piperidin-1-yl)benzamide BrC1=CC(=C(C=C1)NC(C1=CC(=CC=C1)N1CCCCC1)=O)N1CCC2(CC2)CC1